diaminobiphenylen NC1=C(C=2C3=CC=CC=C3C2C=C1)N